triethylamine aluminum chloride salt [Al](Cl)(Cl)Cl.C(C)N(CC)CC